(tert-butyl 1-((5-nitro-1-tosyl-1H-pyrrolo[2,3-b]pyridin-4-yl) amino) pyrrolidin-3-yl) carbamate C(N)(OC1C(N(CC1)NC1=C2C(=NC=C1[N+](=O)[O-])N(C=C2)S(=O)(=O)C2=CC=C(C)C=C2)C(C)(C)C)=O